tert-butyl (R)-(3-carbonylisoxazolidin-4-yl)carbamate C(=O)=C1NOC[C@@H]1NC(OC(C)(C)C)=O